6-bromo-3-(3-fluorophenyl)-2-methylquinazolin-4(3H)-one BrC=1C=C2C(N(C(=NC2=CC1)C)C1=CC(=CC=C1)F)=O